1-(4-(2-fluoroethyl)piperidin-1-yl)-3-(2-nitro-1H-imidazol-1-yl)propanol FCCC1CCN(CC1)C(CCN1C(=NC=C1)[N+](=O)[O-])O